2-[4-(2-tert-butoxy-2-oxo-ethyl)-5-chloro-2-methoxy-phenyl]-2-methyl-propionic acid methyl ester COC(C(C)(C)C1=C(C=C(C(=C1)Cl)CC(=O)OC(C)(C)C)OC)=O